COC=1C=C(CNC=2C(=NN(C2)C2OCCCC2)C(=O)OCC)C=CC1OC ethyl 4-((3,4-dimethoxybenzyl) amino)-1-(tetrahydro-2H-pyran-2-yl)-1H-pyrazole-3-carboxylate